C(C)C1(CC\C=C/C(CC1)O)C(=O)OC Methyl (Z)-1-ethyl-6-hydroxycyclooct-4-ene-1-carboxylate